NC1=C(C=C2N=CC=NC2=C1C1=C(C=CC(=C1)O)Cl)C(=O)N 7-Amino-8-(2-chloro-5-hydroxyphenyl)quinoxaline-6-carboxamide